3-chloro-5-((4-((dieth-ylamino)methyl)phenylimino)methyl)phenyl 3-methylbenzoate CC=1C=C(C(=O)OC2=CC(=CC(=C2)C=NC2=CC=C(C=C2)CN(CC)CC)Cl)C=CC1